1-amino-3-bromo-5-(4-methoxybenzyloxy)pyridin-1-ium dimethyl-6-chloro-2,3-dihydro-1H-pyrrolizine-5,7-dicarboxylate COC(=O)C=1N2CCCC2=C(C1Cl)C(=O)OC.N[N+]1=CC(=CC(=C1)OCC1=CC=C(C=C1)OC)Br